7-((((S)-3-fluoro-3-methylbutan-2-yl)amino)methyl)-3,3-dimethyl-2,3-dihydro-1H-pyrrolo[3,2-b]pyridine-5-carboxamide FC([C@H](C)NCC1=C2C(=NC(=C1)C(=O)N)C(CN2)(C)C)(C)C